O=C1N(CC2=CC(=CC=C12)CN1CCC(CC1)C=1N=CC2=C(N1)SC=C2)C2C(NC(CC2)=O)=O 3-(1-oxo-5-((4-(thieno[2,3-d]pyrimidin-2-yl)piperidin-1-yl)methyl)isoindolin-2-yl)piperidine-2,6-dione